BrC1=C2C=NC(=NC2=CC=C1)Cl 5-bromo-2-chloroquinazoline